tert-butyl (2R,4R)-2-(((S)-1-(((2-amino-5-chloropyridin-3-yl)methyl)amino)-1-oxopropan-2-yl)carbamoyl)-4-phenylpyrrolidine-1-carboxylate NC1=NC=C(C=C1CNC([C@H](C)NC(=O)[C@@H]1N(C[C@H](C1)C1=CC=CC=C1)C(=O)OC(C)(C)C)=O)Cl